SCC(=O)NCCCCCC1=NC(=NC=C1C(=O)N)N(C(C)=O)C1=CC=CC=C1 (5-(2-mercaptoacetylamino)pentyl)-2-(N-phenylacetamido)pyrimidine-5-carboxamide